NC=1OC2=C(C(C1C#N)C1=CC=C(C=C1)Br)C=CC(=C2)N(C)C 2-amino-3-cyano-4-(4-bromophenyl)-7-(dimethylamino)-4H-benzopyran